N-Methylolmethacrylamide C(O)NC(C(=C)C)=O